NC1=NNC(C2=C1N(C=C2[C@H]2CN(CC2)C(C#CC)=O)C2=CC=C(C=C2)OC2=CC=CC=C2)=O (S)-7-Amino-3-(1-(but-2-ynoyl)pyrrolidin-3-yl)-1-(4-phenoxyphenyl)-1,5-dihydro-4H-pyrrolo[2,3-d]pyridazin-4-on